(3,4-epoxycyclohexyl)ethyl-ethoxyacetoxymethylsilane tert-butyl-(S)-2-(2-hydroxyethyl)-2,7-diaza-7-spiro[4.5]decanecarboxylate C(C)(C)(C)OC(=O)N1C[C@]2(CCN(C2)CCO)CCC1.C1(CC2C(CC1)O2)CC[SiH2]COC(COCC)=O